C(CCC)[Sn](C1=CC=2C=NC=CC2S1)(CCCC)CCCC 2-(Tributylstannyl)thieno[3,2-c]pyridine